Cl.N1=CC(=CC=C1)CCCCC=1SC=C(N1)\C=N/O (Z)-2-(4-(pyridin-3-yl)butyl)thiazole-4-carbaldehyde oxime hydrochloride